C(C)S(=O)(=O)C1=CC=C(C=C1)[C@H](CO)NC(=O)C1=CN=C(S1)N1[C@@H](CN(CC1)CC1=CC=C(C=C1)C(F)(F)F)COC(F)(F)F N-((R)-1-(4-(ethylsulfonyl)phenyl)-2-hydroxyethyl)-2-((S)-2-((trifluoromethoxy)methyl)-4-(4-(trifluoromethyl)benzyl)piperazin-1-yl)thiazole-5-carboxamide